FC=1C=CC(=NC1)[C@@]1(CCOC2(C1)CCOCC2)CC#N (R)-2-(4-(5-fluoropyridin-2-yl)-1,9-dioxaspiro[5.5]undec-4-yl)acetonitrile